C(#N)C1=CC=C2C(=CN(C2=C1S(=O)(=O)C)COCC[Si](C)(C)C)C1=NC(=NC=C1C=C)N[C@@H]1CN(CCC1)C(=O)OC(C)(C)C tert-butyl (3S)-3-[[4-[6-cyano-7-methylsulfonyl-1-(2-trimethylsilylethoxymethyl)indol-3-yl]-5-vinyl-pyrimidin-2-yl]amino]piperidine-1-carboxylate